(4-chloro-1,3-dimethyl-1H-pyrazolo[3,4-b]pyridin-5-yl)((3R,3'R)-3'-hydroxy-1,4-dihydro-2H-spiro[isoquinoline-3,4'-piperidin]-1'-yl)methanone ClC1=C2C(=NC=C1C(=O)N1C[C@H]([C@@]3(CC1)NCC1=CC=CC=C1C3)O)N(N=C2C)C